CSC1=NCCOC2=C1C=C(C=N2)[N+](=O)[O-] 5-(methylsulfanyl)-7-nitro-2,3-dihydropyrido[3,2-f][1,4]oxazepine